C1(CCCCC1)SCC(CCCCC(CCCCC(CSC1CCCCC1)O)=O)O 1,13-bis(cyclohexylthio)-2,12-dihydroxytridecan-7-one